C(C1=CC=CC=C1)OC(=O)C1CC(=CCC1)C1=NNC=C1 3-(1H-pyrazol-3-yl)cyclohex-3-ene-1-carboxylic acid benzyl ester